BrC1=CC=C(C(=N1)C(CC)Cl)CO 6-bromo-2-(1-chloropropyl)-3-hydroxymethylpyridine